[NH4+].CC1=C(C(=CC=C1)C)N1C(C=CC1=O)=O N-(2,6-dimethylphenyl)maleimide ammonium